Cl.FC=1C=C(C=CC1)[C@@H]([C@H]1CC[C@H](N1)CC1CCC(CC1)NS(=O)(=O)C)O N-((1S,4r)-4-(((2S,5R)-5-((S)-(3-Fluorophenyl)(hydroxy)methyl)pyrrolidin-2-yl)methyl)cyclohexyl)methanesulfonamide hydrochloride